ClC1=C(C=CC(=C1)F)C(=O)N1CC2CCC(C1)N2C2=C(C(=CC(=C2)S(=O)(=O)N2CCC(CC2)C2=CC=CC=C2)F)OCOC (2-Chloro-4-fluoro-phenyl)-[8-[3-fluoro-2-(methoxymethoxy)-5-[(4-phenyl-1-piperidinyl)sulfonyl]phenyl]-3,8-diazabicyclo[3.2.1]oct-3-yl]methanone